NCCCCCN1C2=C(N(C([C@@H]3[C@@H](C1)CC(N3C3=NC(=CC(=C3)C(F)(F)F)C)=O)=O)C)C=CC=C2C (3ar,11as)-5-(5-aminopentyl)-6,10-dimethyl-1-(6-methyl-4-(trifluoromethyl)pyridin-2-yl)-1,3a,4,5,10,11a-hexahydro-2H-benzo[b]pyrrolo[2,3-f][1,4]diazocine-2,11(3H)-dione